COC1=C(C=CC=C1C(F)(F)F)[C@@H](C)NC1=NN=C(C=2C=C3C(=CC12)N(C(N3C)=O)C)C 5-[[(1R)-1-[2-methoxy-3-(trifluoromethyl)phenyl]ethyl]amino]-1,3,8-trimethyl-imidazo[4,5-g]phthalazin-2-one